tert-butyl 3-oxo-2-([[(1s,4s)-4-[2-(benzyloxy)-3,5-difluorophenyl]cyclohexyl]oxy]methyl)pyrrolidine-1-carboxylate O=C1C(N(CC1)C(=O)OC(C)(C)C)COC1CCC(CC1)C1=C(C(=CC(=C1)F)F)OCC1=CC=CC=C1